7-(4-(4-(benzo[b]thiophen-4-yl)piperazin-1-yl)butoxy)quinolin-2-yl 1,4'-bipiperidine-1'-carboxylate N1(CCCCC1)C1CCN(CC1)C(=O)OC1=NC2=CC(=CC=C2C=C1)OCCCCN1CCN(CC1)C1=CC=CC=2SC=CC21